tert-butyl-((1S)-2-isothiocyano-1-methyl-ethoxy)-dimethyl-silane C(C)(C)(C)[Si](C)(C)O[C@H](CN=C=S)C